C12=CC=C(C=C1)C(=O)OC2=O p-phenylenedicarboxylic anhydride